7-fluoro-3-methyl-3H-benzoimidazole FC1=CC=CC2=C1N=CN2C